NC=1C(=C(C=C2C=C(N=CC12)NC(OC1CC2(CC1)CCN(CC2)C2COC2)=O)C2=C(C1=C(OCCN1)N=C2)C)F 8-(Oxetan-3-yl)-8-azaspiro[4.5]decan-2-yl (8-amino-7-fluoro-6-(8-methyl-2,3-dihydro-1H-pyrido[2,3-b][1,4]oxazin-7-yl)isoquinolin-3-yl)carbamate